BrC1=CC=C(C=C1)COC([C@H](/C=C/C(=O)OC)NC(=O)OC(C)(C)C)C methyl (2E,4S,3R)-5-[(4-bromophenyl)methoxy]-4-[[(tert-butoxy)carbonyl] amino]hex-2-enoate